(S)-8-chloro-4-((3-chloro-2-fluorophenyl)amino)-6-(((2-methylpyridin-3-yl)(1H-1,2,3-triazol-4-yl)methyl)amino)quinoline-3-carbonitrile ClC=1C=C(C=C2C(=C(C=NC12)C#N)NC1=C(C(=CC=C1)Cl)F)N[C@H](C=1N=NNC1)C=1C(=NC=CC1)C